N1C(=CC2=CC=CC=C12)S(=O)(=O)N1CC2(CC1)CCN(CC2)C2=CC=C(C=C2)O 4-[2-(1H-indol-2-ylsulfonyl)-2,8-diazaspiro[4.5]decan-8-yl]phenol